4-(dibutylaminomethylmethoxymethylsilyl)styrene C(CCC)N(CCCC)C[SiH](C1=CC=C(C=C)C=C1)COC